8-(4-(2,6-dihydroxypyridin-3-yl)-3,5-difluorophenyl)-1-oxa-8-azaspiro[4.5]decan-3-one OC1=NC(=CC=C1C1=C(C=C(C=C1F)N1CCC2(CC(CO2)=O)CC1)F)O